tert-butyl 2-((4-chloro-2-fluorobenzyl)oxy)-3-(difluoromethyl)-5,8-dihydro-1,7-naphthyridine-7(6H)-carboxylate ClC1=CC(=C(COC2=NC=3CN(CCC3C=C2C(F)F)C(=O)OC(C)(C)C)C=C1)F